6,6''-Dichloro-1,1''-dimethyldispiro[indoline-3,2'-benzofuran-3',3''-indoline]-2,2''-dione ClC1=CC=C2C(=C1)N(C(C21OC2=C(C=CC=C2)C12C(N(C1=CC(=CC=C21)Cl)C)=O)=O)C